2-(4-chloro-2-fluorophenyl)-2,2-difluoroacetic acid ethyl ester C(C)OC(C(F)(F)C1=C(C=C(C=C1)Cl)F)=O